1-(3-nitro-5-(trifluoromethyl)phenyl)ethanamine [N+](=O)([O-])C=1C=C(C=C(C1)C(F)(F)F)C(C)N